5-bromo-2-fluoro-3-hydroxybenzoic acid methyl ester COC(C1=C(C(=CC(=C1)Br)O)F)=O